2-{1-[(1-methylpiperidin-3-yl)methyl]pyrido[3,4-d]pyridazin-4-yl}-5-(trifluoromethyl)phenol formate salt C(=O)O.CN1CC(CCC1)CC1=C2C(=C(N=N1)C1=C(C=C(C=C1)C(F)(F)F)O)C=NC=C2